O.O.N(CC(=O)O)CC(=O)O.[Mg] magnesium iminodiacetic acid dihydrate